2-(2,6-Diisopropyl-4-(methoxymethyl)phenyl)acetic acid tert-butyl ester C(C)(C)(C)OC(CC1=C(C=C(C=C1C(C)C)COC)C(C)C)=O